(S)-2-((2-((S)-4-(Difluoromethyl)-2-oxooxazolidin-3-yl)-11-methoxy-5,6-dihydrobenzo[f]imidazo[1,2-d][1,4]oxazepin-9-yl)amino)propionamide FC([C@H]1N(C(OC1)=O)C=1N=C2N(CCOC3=C2C(=CC(=C3)N[C@H](C(=O)N)C)OC)C1)F